3,3-difluoro-5-hydroxy-4-methoxy-piperidine-1-carboxylic acid benzyl ester C(C1=CC=CC=C1)OC(=O)N1CC(C(C(C1)O)OC)(F)F